The molecule is a member of the class of pyrazoles that is antipyrine substituted by an acetylamino group at position 4. It is a drug metabolite of metamizole. It has a role as a marine xenobiotic metabolite and a drug metabolite. It is a member of pyrazoles and a member of acetamides. It derives from an antipyrine. CC1=C(C(=O)N(N1C)C2=CC=CC=C2)NC(=O)C